5-chloro-1H-pyrrolo[2,3-c]pyridine-7-carboxylic acid ethyl ester C(C)OC(=O)C=1N=C(C=C2C1NC=C2)Cl